CN(C(\C=C\CBr)=O)CC(F)(F)F N-methyl-N-2,2,2-trifluoroethyl-(E)-4-bromo-2-butenamide